CC(C)(CCC)C1=[O+]C2=C3C(=CC=C2C(=C1)CCC(C=C([O-])Cl)=O)C=CC=C3 4-((2-(2-methylpentan-2-yl)benzo[h]Chromen-1-ium-4-yl) methyl)-3-oxochlorobut-1-en-1-olate